CC(CCNC(NC)=O)(C)C 3-(3,3-dimethylbutyl)-1-methylurea